OC1=C(C(=CC(=C1)C(F)(F)F)C)C=1C=CC=2C(N1)=NN(C2)[C@@H]2CCC(NC2C)=O (R)-5-(6-(2-hydroxy-6-methyl-4-(trifluoromethyl)phenyl)-2H-pyrazolo[3,4-b]pyridin-2-yl)-6-methylpiperidin-2-one